C(#N)C1=C(C=C(C=C1)N(C(=O)C1N(NC(C1)=O)C1=NC(=CC(=C1)C(F)(F)F)C)C)F N-(4-cyano-3-fluorophenyl)-N-methyl-2-(6-methyl-4-(trifluoromethyl)pyridin-2-yl)-5-oxopyrazolidine-3-carboxamide